3-(1-oxo-5-((4-(4-(3-(quinolin-5-yl)pyrazolo[1,5-a]pyrimidin-6-yl)phenyl)piperazin-1-yl)methyl)isoindolin-2-yl)piperidine-2,6-dione O=C1N(CC2=CC(=CC=C12)CN1CCN(CC1)C1=CC=C(C=C1)C=1C=NC=2N(C1)N=CC2C2=C1C=CC=NC1=CC=C2)C2C(NC(CC2)=O)=O